C(C)(C)(C)C=1C(C(=CC(C1)=CC1=CC=C(C=C1)F)C(C)(C)C)=O 2,6-di-tert-butyl-4-(4-fluorobenzylidene)cyclohexa-2,5-dien-1-one